2-(4-((4-(cyclopentylamino)-5-(trifluoromethyl)-7H-pyrrolo[2,3-d]pyrimidin-2-yl)amino)-3-methoxyphenyl)isothiazolidine 1,1-dioxide C1(CCCC1)NC=1C2=C(N=C(N1)NC1=C(C=C(C=C1)N1S(CCC1)(=O)=O)OC)NC=C2C(F)(F)F